C(C)(C)(C)C1=CC=C(C(N1)=O)C(=O)N1CC(C(=CC1)C1=C2C(=NC(=C1)NC(=O)C1CC1)NC=C2)C N-(4-(1-(6-(tert-butyl)-2-oxo-1,2-dihydropyridine-3-carbonyl)-3-methyl-1,2,3,6-tetrahydropyridin-4-yl)-1H-pyrrolo[2,3-b]pyridin-6-yl)cyclopropylcarboxamide